(cyclohex-2-en-1-ylidene)malononitrile C1(C=CCCC1)=C(C#N)C#N